CC1(CC1)NS(=O)(=O)C1=CC2=C(N=C(N2C=2SC(=NN2)C)CC2=CC(=NO2)C)C=C1 N-(1-methylcyclopropyl)-2-[(3-methylisoxazol-5-yl)methyl]-3-(5-methyl-1,3,4-thiadiazol-2-yl)benzimidazole-5-sulfonamide